[(2R,3S,5R)-5-(6-amino-2-fluoro-purin-9-yl)-2-ethynyl-3-hydroxy tetrahydrofuran-2-yl]methyl (4-nitrophenyl) carbonate C(OC[C@]1(O[C@H](C[C@@H]1O)N1C2=NC(=NC(=C2N=C1)N)F)C#C)(OC1=CC=C(C=C1)[N+](=O)[O-])=O